NC=1N=NC(=CC1C=1C=NN(C1)C1CCC(CC1)N1CCN(CC1)C1=C(C=C(C=C1)C1C(NC(CC1)=O)=O)F)C1=C(C=CC=C1)O 3-(4-(4-((1r,4r)-4-(4-(3-amino-6-(2-hydroxyphenyl)pyridazin-4-yl)-1H-pyrazol-1-yl)cyclohexyl)piperazin-1-yl)-3-fluorophenyl)piperidine-2,6-dione